N-(3-chloro-5-{2-[(1-methylpiperidin-4-yl)amino]quinazolin-7-yl}phenyl)prop-2-enamide ClC=1C=C(C=C(C1)C1=CC=C2C=NC(=NC2=C1)NC1CCN(CC1)C)NC(C=C)=O